(2S,5R)-2-Cyclopropyl-3-imino-2,5-dimethyl-5-(8-(prop-1-yn-1-yl)dibenzo[b,d]thiophen-2-yl)thiomorpholine 1,1-dioxide C1(CC1)[C@]1(C(N[C@@](CS1(=O)=O)(C1=CC2=C(SC3=C2C=C(C=C3)C#CC)C=C1)C)=N)C